tert-butyl 5-(7,8-dimethyl-[1,2,4]triazolo[1,5-a]pyridin-6-yl)-2-(3-(1,3-dioxoisoindolin-2-yl)cyclobutyl)-4-isopropyl-3-methyl-6H-thieno[2,3-b]pyrrole-6-carboxylate CC1=C(C=2N(C=C1C1=C(C3=C(N1C(=O)OC(C)(C)C)SC(=C3C)C3CC(C3)N3C(C1=CC=CC=C1C3=O)=O)C(C)C)N=CN2)C